2,3-difluoro-4-[(2S)-2-methyloctyloxy]phenol FC1=C(C=CC(=C1F)OC[C@H](CCCCCC)C)O